C(C(C)C)(=O)NC=1NC(C=2N=CN([C@H]3C[C@H](O)[C@@H](CO[Si](C)(C)C(C)(C)C)O3)C2N1)=O N2-isobutyryl-5'-O-(tert-butyldimethylsilyl)-2'-deoxyguanosine